[Na+].CC(CC(C)C)OCC(CS(=O)(=O)[O-])O 3-(1,3-Dimethylbutoxy)-2-hydroxy-1-propanesulfonic acid monosodium salt